N-(β-aminoethyl)-3-aminopropylmethyldimethoxysilane NCCNCCC[Si](OC)(OC)C